NC=1C=C2CCC=NC2=CC1F 6-Amino-7-fluoro-3,4-dihydroquinolin